FC1=C(CN(C(OCC2=CC=C(C=C2)OCC=C)=O)C2CCN(CC2)C)C=CC(=C1)F 4-(allyloxy)benzyl (2,4-difluorobenzyl)(1-methylpiperidin-4-yl)carbamate